COC1=C(C=C(C=C1)CC1=C(NC=2N(C1=O)N=C(C2N2CCCCC2)C2=CC=CC=C2)C)CC(=O)NC (2-methoxy-5-((5-methyl-7-oxo-2-phenyl-3-(piperidin-1-yl)-4,7-dihydropyrazolo[1,5-a]pyrimidin-6-yl)methyl)phenyl)-N-methylacetamide